N-[3-methyl-1-(1-methyl-2-oxo-cyclopentyl)pyrazol-4-yl]Carbamic acid tert-butyl ester C(C)(C)(C)OC(NC=1C(=NN(C1)C1(C(CCC1)=O)C)C)=O